4-chloro-3-(4-((S)-2-cyclohexyl-2-(3-methylisoxazole-4-carboxamido)acetamido)-2-fluorophenyl)-2-methylpyridine 1-oxide ClC1=C(C(=[N+](C=C1)[O-])C)C1=C(C=C(C=C1)NC([C@@H](NC(=O)C=1C(=NOC1)C)C1CCCCC1)=O)F